C1(CC1)C1=NC=CC(=C1)C1CCN(CC1)C(=O)N1C[C@@H]2[C@@H](OCC(N2)=O)CC1 (4aR,8aS)-6-(4-(2-cyclopropylpyridin-4-yl)piperidine-1-carbonyl)hexahydro-2H-pyrido[4,3-b][1,4]oxazin-3(4H)-one